2,4-dinitrophenol sodium [Na].[N+](=O)([O-])C1=C(C=CC(=C1)[N+](=O)[O-])O